7-(2-chloropropionyl)-5H-[1]benzopyran ClC(C(=O)C=1C=C2C(=CC=CO2)CC1)C